N-(2,6-difluoro-3-nitrophenyl)benzamide FC1=C(C(=CC=C1[N+](=O)[O-])F)NC(C1=CC=CC=C1)=O